C1(CCCC1)C1=NC=C(C(=O)NC(C)C=CS(=O)(=O)C)C(=C1)OC1=CC=CC=C1 6-cyclopentyl-N-(4-(methylsulfonyl)but-3-en-2-yl)-4-phenoxynicotinamide